FC(C(=O)O)(F)F.NCCCC(C(C(=O)NC1=CC=2N(C=C1)N=CC2C(=O)N)N2C(C=C(C(=C2)OC)C2=C(C=CC(=C2)Cl)C#N)=O)C 5-({6-amino-2-[4-(5-chloro-2-cyanophenyl)-5-methoxy-2-oxopyridin-1(2H)-yl]-3-methylhexanoyl}amino)pyrazolo[1,5-a]pyridine-3-carboxamide trifluoroacetate